CNCCN1C(N(CC1)C)C(=O)[O-] 1-(2-methylaminoethyl)-3-methylimidazoline-2-carboxylate